C(C)(C)(C)OC(=O)N1CC(C1)S(NC1=CC(=C(C=C1)C(NC=1C=C2C(=NN(C2=CC1)C)N1CCC(CC1)(F)F)=O)N1CCC2(CC2)CC1)(=O)=O 3-(N-(4-((3-(4,4-difluoropiperidin-1-yl)-1-methyl-1H-indazol-5-yl)carbamoyl)-3-(6-azaspiro[2.5]octan-6-yl)phenyl)sulfamoyl)azetidine-1-carboxylic acid tert-butyl ester